ethyl 2-[6-bromo-4-(difluoromethyl)-7-methyl-indazol-2-yl]-2-spiro[6,7-dihydropyrrolo[1,2-c]imidazole-5,1'-cyclopropane]-1-yl-acetate BrC=1C=C(C2=CN(N=C2C1C)C(C(=O)OCC)C1=C2N(C=N1)C1(CC1)CC2)C(F)F